C1=CC2=C(C=C1O)SC(=N2)C3=NC(=CS3)C(=O)O The molecule is a member of the class of 1,3-thiazolemonocarboxylic acids that is 1,3-thiazole-4-carboxylic acid in which the hydrogen at position 2 has been replaced by a 6-hydroxy-1,3-benzothiazol-2-yl group. It has a role as a luciferin and an animal metabolite. It is a 1,3-thiazolemonocarboxylic acid, a member of benzothiazoles, a member of phenols and a biaryl.